tert-Butyl 4-hydrazinopiperidine-1-carboxylate N(N)C1CCN(CC1)C(=O)OC(C)(C)C